(3Z,3'Z,6Z,6'Z)-6,6'-(1,4-phenylenebis(methaneylylidene))bis(3-((5-(tert-butyl)-1H-imidazol-4-yl)methylene)piperazine-2,5-dione) C1(=CC=C(C=C1)\C=C/1\C(N\C(\C(N1)=O)=C/C=1N=CNC1C(C)(C)C)=O)\C=C/1\C(N\C(\C(N1)=O)=C/C=1N=CNC1C(C)(C)C)=O